ClC=1C=C2C(=CNC2=CC1)NC(=O)C1=CC2=C(SCC(N2CC2=CC(=CC(=C2)C(F)(F)F)F)=O)S1 N-(5-chloro-1H-indol-3-yl)-1-(3-fluoro-5-(trifluoromethyl)benzyl)-2-oxo-2,3-dihydro-1H-thieno[2,3-b][1,4]thiazine-6-carboxamide